OC(CON1C(CC(CC1(C)C)N(CCCC)C1=NC(=NC(=N1)N(C1CC(N(C(C1)(C)C)OCC(C)(O)C)(C)C)CCCC)NCCO)(C)C)(C)C 2,4-bis{N-[1-(2-hydroxy-2-methylpropoxy)-2,2,6,6-tetramethylpiperidin-4-yl]-N-Butylamino}-6-(2-hydroxyethyl-amino)-s-triazine